C(C)(=O)OC1=CC=C(CC1)OC(C)=O 1,4-diacetoxy-1,3-cyclohexadiene